5-Phenyl-1H-pyrazole-3-carboxylic acid {2-[4-(2,4-dimethyl-phenylamino)-piperidin-1-yl]-2-oxoethyl}-amide CC1=C(C=CC(=C1)C)NC1CCN(CC1)C(CNC(=O)C1=NNC(=C1)C1=CC=CC=C1)=O